2-(4-methylcyclopenta-1,3-dien-1-yl)benzo[d]thiazole CC1=CC=C(C1)C=1SC2=C(N1)C=CC=C2